[N+](=O)([O-])C=1C=CC2=C(C(=N[C@H](C=3N2C(=NN3)SCC3CC3)CCC(=O)OC)C3=C(C=CC=C3)F)C1 methyl (S)-3-(8-nitro-6-(2-fluorophenyl)-1-((cyclopropylmethyl)thio)-4H-benzo[f][1,2,4]triazolo[4,3-a][1,4]diazepin-4-yl)propionate